NC1=NN=C(C2=CC(=CC=C12)C=1C=C(C=CC1NC(=O)[C@H]1NCC(C1)(F)F)B(O)O)C [3-(1-AMINO-4-METHYLPHTHALAZIN-6-YL)-4-[[(2S)-4,4-DIFLUOROPYRROLIDINE-2-CARBONYL]AMINO]PHENYL]BORONIC ACID